C(CCCO)O butanediyl alcohol